C(C)(=O)NC1=CC=C(C=N1)C1=CN=C2N1C=C(C=C2C)C(=O)N(C)C2=CC(=C(C=C2)F)OC 3-(6-acetamido-3-pyridyl)-N-(4-fluoro-3-methoxy-phenyl)-N,8-dimethyl-imidazo[1,2-a]pyridine-6-carboxamide